tert-butyl 2-ethynyl-6-azaspiro[2.5]octane-6-carboxylate C(#C)C1CC12CCN(CC2)C(=O)OC(C)(C)C